tri(2-methyl-2-phenylpropyl)tin benzothiophene-2-formate S1C(=CC2=C1C=CC=C2)C(=O)[O-].CC(C[Sn+](CC(C)(C)C2=CC=CC=C2)CC(C)(C)C2=CC=CC=C2)(C)C2=CC=CC=C2